C12C=CC(C(C1)N1C3=CC=CC=C3C=3C=CC=CC13)C2 9-(2-norbornene-5-yl)-carbazole